ethyl 5-((tert-butoxycarbonyl)amino)-4-methoxypyrazolo[1,5-a]pyridine-3-carboxylate C(C)(C)(C)OC(=O)NC1=C(C=2N(C=C1)N=CC2C(=O)OCC)OC